tetralindimethanol magnesium [Mg].C1(CCCC2=CC=CC=C12)(CO)CO